ONC(=O)C1=C(C(=O)[O-])C=CC=C1 2-(hydroxycarbamoyl)benzoate